(3-Bromocyclobutyl)methoxy-tert-butyl-dimethyl-silane BrC1CC(C1)CO[Si](C)(C)C(C)(C)C